1-(1-methyl-3-(1H-pyrrolo[2,3-b]pyridin-4-yl)-1,4,6,7-tetrahydro-5H-pyrazolo[4,3-c]pyridin-5-yl)prop-2-en-1-one CN1N=C(C=2CN(CCC21)C(C=C)=O)C2=C1C(=NC=C2)NC=C1